2-methylamino-1-(3,4-methylenedioxyphenyl)butane phenyl-4-cyanobenzenesulfonate C1(=CC=CC=C1)OS(=O)(=O)C1=CC=C(C=C1)C#N.CNC(CC1=CC2=C(C=C1)OCO2)CC